4-(2-Bromo-6-methyl-phenyl)thiazol-2-amine BrC1=C(C(=CC=C1)C)C=1N=C(SC1)N